CC1(C[C@H](C[C@@H]1OCCCCC1=NC=2NCCCC2C=C1)N([C@@H](C(=O)O)C1=C2[C@H](CCOC2=CC=C1)C)C)C |&1:3,5| (R)-2-(((1RS,4SR)-3,3-dimethyl-4-(4-(5,6,7,8-tetrahydro-1,8-naphthyridin-2-yl)butoxy)cyclopentyl)(methyl)amino)-2-((S)-4-methylchroman-5-yl)acetic acid